2-[[(N-hydroxy)carbamoyl]methyl]glutaric acid ONC(=O)CC(C(=O)O)CCC(=O)O